CC1(CNCCC1NC(OC(C)(C)C)=O)C tert-butyl (3,3-dimethylpiperidin-4-yl)carbamate